COC1=C(C#N)C=C(C=N1)C=1C=CC=2N=CN=C(C2N1)N[C@H](C(N1CCCC1)=O)C[Se]C (R)-2-methoxy-5-(4-((3-(methylseleno)-1-oxo-1-(1-pyrrolidinyl)-2-propanyl)amino)-6-pyrido[3,2-d]pyrimidinyl)nicotinonitrile